OC1=C(C=C(C=C1)C(C)(C)CC(C)(C)C)N1N=C2C(=N1)C=CC=C2 2-(2-hydroxy-5'-tert-octylphenyl)benzotriazole